C(C)(C)C1=C(C(=CC=C1)C(C)C)N=C=N (2,6-diisopropylphenyl)carbodiimide